CC1(COC1)CCO 3-methyl-3-oxetaneethanol